3-aminothietane-1,1-dioxide NC1CS(C1)(=O)=O